COC1=C(C=CC=C1)NS(=O)(=O)C=1C=C2CCC(NC2=CC1)=O N-(2-methoxyphenyl)-2-oxo-1,2,3,4-tetrahydroquinoline-6-sulfonamide